tetraacetylbromo-α-D-glucose C(C)(=O)[C@]1([C@]([C@@]([C@]([C@@](O)(O1)Br)(O)C(C)=O)(O)C(C)=O)(O)C(C)=O)CO